[Cl-].[Cl-].C(C)C1=C(C(C2=CC=CC=C12)[Ti](N)(C(C)(C)C)[SiH3])CC diethyl-silyl-tert-butyl-aminoindenyl-titanium dichloride